C(C)(C)(C)OC(NC(C=O)COC)=O 3-methoxy-1-oxopropan-2-ylcarbamic acid tert-butyl ester